6-isobutyl-2,6,8,9-tetrahydro-7H-1,2,5,6-tetraazabenzo[cd]azulen-7-one C(C(C)C)N1C=2C3=C(NN=C3CCC1=O)C=CN2